NCC=1C=C(C=CC1)C1=CC2=C(N(N=C2C=C1)C(C)C)COC1=C(C=CC(=C1)OC)CC(=O)O 2-(2-((5-(3-(aminomethyl)phenyl)-2-isopropyl-2H-indazol-3-yl)methoxy)-4-methoxyphenyl)acetic acid